4-(3-Oxo-5-phenylmorpholino)benzonitrile O=C1COCC(N1C1=CC=C(C#N)C=C1)C1=CC=CC=C1